Cl.C12CNCC2C1NC1=CC=NC2=CC=C(C=C12)F N-(3-azabicyclo[3.1.0]hexane-6-yl)-6-fluoroquinolin-4-amine hydrochloride